CC=1C(=NC(=NC1)NC1=CC(=C(C(=O)N)C=C1)N1CCC(CC1)C)NC=1C=CC2=C(NC(O2)=O)C1 4-[5-Methyl-4-(2-oxo-2,3-dihydro-benzooxazol-5-ylamino)-pyrimidin-2-ylamino]-2-(4-methyl-piperidin-1-yl)-benzamide